(E)-4-allyl-3-(4-hydroxy-3-methoxystyryl)-5-methoxyphenol C(C=C)C1=C(C=C(C=C1OC)O)\C=C\C1=CC(=C(C=C1)O)OC